4,7-dibromo-2-((S)-3-carboxybutanoyl)-6-methoxyisoindolin BrC1=C2CN(CC2=C(C(=C1)OC)Br)C(C[C@H](C)C(=O)O)=O